5-(7-carbamoyl-5,6-difluoro-2-methyl-1H-indol-4-yl)-3,4-dihydroisoquinoline C(N)(=O)C=1C(=C(C(=C2C=C(NC12)C)C1=C2CCN=CC2=CC=C1)F)F